1-((3aR,5s,6aS)-2,2-bis((9Z,12Z)-octadeca-9,12-dien-1-yl)tetrahydro-3aH-cyclopenta[d][1,3]dioxol-5-yl)-N,N-dimethylmethylamine C(CCCCCCC\C=C/C\C=C/CCCCC)C1(O[C@H]2[C@@H](O1)CC(C2)CN(C)C)CCCCCCCC\C=C/C\C=C/CCCCC